CC(CCC(=O)O)CCCCCCCCC(CC)C 4,13-dimethyl-pentadecanoic acid